5-fluoro-6-(2-methoxyethoxy)-3-{3-[4-(piperazine-1-carbonyl)phenyl]-1,2-oxazol-5-yl}-1H-indazole FC=1C=C2C(=NNC2=CC1OCCOC)C1=CC(=NO1)C1=CC=C(C=C1)C(=O)N1CCNCC1